7-[(1-methylpyrazolo[3,4-b]pyridin-5-yl)amino]-2-[2-oxo-2-[(2S)-2-(trifluoromethyl)pyrrolidin-1-yl]ethyl]isoindolin-1-one CN1N=CC=2C1=NC=C(C2)NC=2C=CC=C1CN(C(C21)=O)CC(N2[C@@H](CCC2)C(F)(F)F)=O